OC1=C(C=CC(=C1)OCCCCCCCCCCCC)C1=NC(=NC(=N1)C1=C(C=C(C=C1)C)C)C1=C(C=C(C=C1)C)C 2-[2-hydroxy-4-dodecyloxyphenyl]-4,6-bis(2,4-dimethylphenyl)-1,3,5-triazine